(1R,2S)-1-(4-chloro-2-cyanophenyl)-1-(1-methyl-1H-pyrazol-4-yl)propan ClC1=CC(=C(C=C1)[C@@H](CC)C=1C=NN(C1)C)C#N